ClC=1C(=NC(=NC1)NC=1C=C(C(=CC1OC)N1CCC(CC1)C)N)C1=CNC2=CC=CC=C12 N'-[5-chloro-4-(1H-indol-3-yl)-pyrimidin-2-yl]-4-methoxy-6-(4-methylpiperidin-1-yl)benzene-1,3-diamine